methyl (1r,3s)-3-[(3R)-3-(1-{5-cyclopropyl-4-[(1R)-1-(2,4-dichlorophenyl)ethoxy]pyridin-2-yl}azetidin-3-yl)piperidin-1-yl]-1-methylcyclobutane-1-carboxylate C1(CC1)C=1C(=CC(=NC1)N1CC(C1)[C@@H]1CN(CCC1)C1CC(C1)(C(=O)OC)C)O[C@H](C)C1=C(C=C(C=C1)Cl)Cl